FC1=CC=C(C=C1)C1=NN(C(C1)C1=CC=C(C=C1)C(F)(F)F)C(=O)C1C(OC2=C(C1)C=CC(=C2)OCC[Se]C#N)=O (10R)-3-(3-(4-fluoro-phenyl)-5-(4-trifluoromethyl-phenyl)-4,5-dihydro-1H-pyrazole-1-carbonyl)-7-(2-cyanoselenoethoxy)-dihydro-benzopyran-2-one